3-(3-chlorobenzyl)-3-methyl-6-(pyrimidin-4-ylamino)-2,3-dihydroimidazo-[1,5-a]pyridine-1,5-dione ClC=1C=C(CC2(NC(C=3N2C(C(=CC3)NC3=NC=NC=C3)=O)=O)C)C=CC1